COC1=CC=C(C[C@](N)(C(=O)O)C)C=C1 O-methyl-α-methyl-L-tyrosine